FC=1C(=NC(=NC1)N[C@@H]1CC[C@H](CC1)C(=O)O)C1=CC(=CC=C1)C1COC1 trans-4-((5-fluoro-4-(3-(oxetan-3-yl)phenyl)pyrimidin-2-yl)amino)cyclohexane-1-carboxylic acid